C1=CC=CC=2C3=CC=CC=C3C(C12)COC(=O)N[C@@H](CCCC(=O)O)C(=O)OCC=C (S)-5-((((9H-fluoren-9-yl)methoxy)carbonyl)amino)-6-(allyloxy)-6-oxohexanoic acid